N-(1-oxyl-2,2,6,6-tetramethylpiperidin-4-yl)-caprolactam ON1C(CC(CC1(C)C)N1C(CCCCC1)=O)(C)C